FC1=CC=C(C=C1)C1(CC1)C=1NC(C2=C(N1)CCNC2)=O 2-(1-(4-fluorophenyl)cyclopropyl)-5,6,7,8-tetrahydropyrido[4,3-d]-pyrimidin-4(3H)-one